COC(=O)C1(CC(C1)(F)F)NC(N(CCCCC1=CC=CC=C1)C(C)C1=CC(=C(C(=C1)OCC)COC(C)=O)OCC)=O.C(C)(C)(C)OOC(C)(C)C1=CC(=CC(=C1)C(C)(C)OOC(C)(C)C)C(C)(C)OOC(C)(C)C 1,3,5-tris[(t-butylperoxy)-isopropyl]benzene methyl-1-{[(1-{4-[(acetoxy)methyl]-3,5-diethoxyphenyl}ethyl)(4-phenylbutyl)carbamoyl]amino}-3,3-difluorocyclobutane-1-carboxylate